5-chloro-3-(2-(3-(4-n-butylphenyl)-4-oxothiazolidine-2-ylidene)hydrazono)-1H-indol-2-one ClC=1C=C2C(C(NC2=CC1)=O)=NN=C1SCC(N1C1=CC=C(C=C1)CCCC)=O